[Ge-]1=CC=CC=C1 GermineID